NC=1C(=NC(=CN1)C1=NC=CC=C1OC(F)(F)F)C(=O)NC1=NC=CC=C1N1C[C@H]([C@H](CC1)N)F |r| (±)-3-amino-N-(3-((cis)-4-amino-3-fluoropiperidin-1-yl)pyridin-2-yl)-6-(3-(trifluoromethoxy)pyridin-2-yl)pyrazine-2-carboxamide